N1=CC=C(C=C1)C(=O)[O-] p-picolinate